(E)-4-(3-hydroxyprop-1-en-1-yl)picolinic acid tert-butyl ester C(C)(C)(C)OC(C1=NC=CC(=C1)\C=C\CO)=O